methyl 3-(3-bromophenyl)-2,2-dimethylpropionate BrC=1C=C(C=CC1)CC(C(=O)OC)(C)C